11-((tert-butyldimethylsilyl)oxy)-8-((tert-butyldiphenylsilyl)oxy)-7-methoxy-2-methyl-5-oxo-11,11a-dihydro-1H-benzo[e]pyrrolo[1,2-a][1,4]diazepine-10(5H)-carboxylate [Si](C)(C)(C(C)(C)C)OC1C2N(C(C3=C(N1C(=O)[O-])C=C(C(=C3)OC)O[Si](C3=CC=CC=C3)(C3=CC=CC=C3)C(C)(C)C)=O)C=C(C2)C